NCC(=O)NC=1C=C(C=C(C(=O)O)C1)C(=O)O 5-(2-aminoacetamido)isophthalic acid